C(CCNO)CN Hydroxyputrescine